Cl.NC1CCN(CC1)CC1=CC=C(C=C1)C=1C=C2C(=NC1)NC=C2C(=O)C=2C(=C(C=CC2F)NS(=O)(=O)N2CCCC2)F N-[3-[5-[4-[(4-amino-1-piperidyl)methyl]phenyl]-1H-pyrrolo[2,3-b]pyridine-3-carbonyl]-2,4-difluoro-phenyl]pyrrolidine-1-sulfonamide hydrochloride